3-(5-(4-azidobuta-1,2-dien-1-yl)benzofuran-3-yl)piperidine-2,6-dione N(=[N+]=[N-])CC=C=CC=1C=CC2=C(C(=CO2)C2C(NC(CC2)=O)=O)C1